(3R,3aR,6R,6aR)-6-((5-(4-(6-(1H-pyrazol-1-yl)pyridin-3-yl)phenyl)-6-chloro-3H-imidazo[4,5-b]pyridin-2-yl)oxy)hexahydrofuro[3,2-b]furan-3-ol N1(N=CC=C1)C1=CC=C(C=N1)C1=CC=C(C=C1)C1=C(C=C2C(=N1)NC(=N2)O[C@@H]2CO[C@H]1[C@@H]2OC[C@H]1O)Cl